BrC=1C=CC=2C3=C(C=NC2C1)N=C(N3)CN(C(OC(C)(C)C)=O)CC tert-butyl N-([7-bromo-1H-imidazo[4,5-c]quinolin-2-yl] methyl)-N-ethylcarbamate